ClC1=CC=C2C(=NC=3N(C2=C1)C=NN3)N(C=3C=C(C=CC3)C=3CCN(CC3)C(C)=O)C (4-(3-((8-chloro-[1,2,4]triazolo[4,3-a]quinazolin-5-yl)(methyl)amino)phenyl)-3,6-dihydropyridin-1(2H)-yl)ethan-1-one